C1(CCC1)CC=N[S@@](=O)C(C)(C)C (S)-N-(2-cyclobutylethylidene)-2-methylpropane-2-sulfinamide